C(#N)C1=C(OC2=CC=C3N=CC(=NC3=C2)CC2CCN(CC2)C2CCC(CC2)C2=C(C=C3C(=NN(C3=C2)C)N2C(NC(CC2)=O)=O)F)C(=CC=C1NS(N(C)CC)(=O)=O)F 7-[2-cyano-3-[[ethyl(methyl)sulfamoyl]amino]-6-fluoro-phenoxy]-2-[[1-[4-[3-(2,4-dioxohexahydropyrimidin-1-yl)-5-fluoro-1-methyl-indazol-6-yl]cyclohexyl]-4-piperidyl]methyl]quinoxaline